BrC=1C(=C(C=CC1)C=1OC2=NC=C(C=C2N1)CN1CC(CC1)C(=O)Cl)C 1-((2-(3-bromo-2-methylphenyl)oxazolo[5,4-b]pyridin-6-yl)methyl)pyrrolidine-3-carbonylchloride